2-hydroxy-3-iodo-6,8-dihydro-5H-1,7-naphthyridine-7-carboxylic acid tert-butyl ester C(C)(C)(C)OC(=O)N1CCC=2C=C(C(=NC2C1)O)I